O[C@@]1(CC[C@@H]2[C@H]3CC[C@]4([C@H]([C@@H]3CC[C@@H]2C1)CCCC[C@@H]4C(CN4N=CC(=C4)C#N)=O)C)C 1-(2-((2R,4aS,4bR,6aS,7S,11aS,11bR,13aR)-2-hydroxy-2,6a-dimethyloctadecahydro-1H-cyclohepta[a]phenanthren-7-yl)-2-oxoethyl)-1H-pyrazole-4-carbonitrile